2-(4-methoxyphenyl)-6-methoxyquinazolin-4(3H)-one COC1=CC=C(C=C1)C1=NC2=CC=C(C=C2C(N1)=O)OC